O1CCN(CC1)C1=NC=CC=C1C1=CC=2C(=NC=CC2C=2C=C3C(=NNC3=CC2)N)N1 5-(2-(2-Morpholinopyridin-3-yl)-1H-pyrrolo[2,3-b]pyridine-4-yl)-1H-indazol-3-amine